6-(1-HYDROXY-5-METHOXY-3H-2,1-BENZOXABOROL-6-YL)-4-METHYLPHTHALAZIN-1-AMINE OB1OCC2=C1C=C(C(=C2)OC)C=2C=C1C(=NN=C(C1=CC2)N)C